methyl (R)-2-amino-3-(4-phenyl-1H-1,2,3-triazol-1-yl)propanoate dihydrochloride Cl.Cl.N[C@@H](C(=O)OC)CN1N=NC(=C1)C1=CC=CC=C1